N-(2-(1-(6,7-dimethoxyquinolin-4-yl)piperidin-4-yl)propyl)cyclopropylamine COC=1C=C2C(=CC=NC2=CC1OC)N1CCC(CC1)C(CNC1CC1)C